ClC=1N=NC(=CC1)COC1=C(C=C(C(=C1)F)Cl)C(C)C 3-chloro-6-(4-chloro-5-fluoro-2-isopropyl-phenoxymethyl)-pyridazine